((1s,4s)-4-((5-(imidazo[1,2-a]pyrimidin-6-yl)-7H-pyrrolo[2,3-d]pyrimidin-2-yl)amino)cyclohexyl)(pyrrolidin-1-yl)methanone N=1C=CN2C1N=CC(=C2)C2=CNC=1N=C(N=CC12)NC1CCC(CC1)C(=O)N1CCCC1